(S)-N-(5-Bromo-4-methylpyridin-2-yl)-2-((S)-3,3-difluorocyclopentyl)-2-(4-(2-methyl-2H-tetrazol-5-yl)phenyl)acetamide BrC=1C(=CC(=NC1)NC([C@H](C1=CC=C(C=C1)C=1N=NN(N1)C)[C@@H]1CC(CC1)(F)F)=O)C